1-(2,3-Dihydrobenzo[b][1,4]dioxin-6-yl)-5,6,7-trimethoxy-2,3-dihydroquinolin-4(1H)-one O1C2=C(OCC1)C=C(C=C2)N2CCC(C1=C(C(=C(C=C21)OC)OC)OC)=O